NCC=1C=C(C=C(C1)F)NC=1OC=NN1 N-(3-(aminomethyl)-5-fluorophenyl)-1,3,4-oxadiazol-2-amine